Octane-1,2-dione C(C(CCCCCC)=O)=O